O=C1C(=CN=C(N1CC(=O)N)C1=CC=C(C=C1)OCS(N)(=O)=O)NCCCC1=CC=CC=C1 2-(6-oxo-5-((3-phenylpropyl)amino)-2-(4-(sulfamoylmethoxy)phenyl)pyrimidin-1(6H)-yl)acetamide